C(C)(C)(C)OC(=O)N1C2CN(CC1CC2)C2=CC=C(C=C2)B2OC(C(O2)(C)C)(C)C.N2CCN(CC2)C(CCN2C=CC1=CC(=CC=C21)C#N)C 3-(4-piperazinyl)butyl-5-cyano-1H-indole tert-butyl-3-(4-(4,4,5,5-tetramethyl-1,3,2-dioxaborolan-2-yl)phenyl)-3,8-diazabicyclo[3.2.1]octane-8-carboxylate